The molecule is a 5-oxo-2-furylacetic acid that is muconolactone substituted at position 5 by a chloro group. It has a role as a bacterial xenobiotic metabolite. It is a 5-oxo-2-furylacetic acid and a chlorocarboxylic acid. It derives from a 5-oxo-2,5-dihydro-2-furylacetic acid. It is a conjugate acid of a 5-chloromuconolactone(1-). C1=CC(=O)OC1C(C(=O)O)Cl